The molecule is the conjugate base of 1,6-dihydroxy-2-methylcyclohexa-2,4-dienecarboxylic acid; major species at pH 7.3. It is a conjugate base of a 1,6-dihydroxy-2-methylcyclohexa-2,4-dienecarboxylic acid. CC1=CC=CC(C1(C(=O)[O-])O)O